N-(6-(cyclohexylamino)-[1,1'-biphenyl]-3-yl)acrylamide C1(CCCCC1)NC1=CC=C(C=C1C1=CC=CC=C1)NC(C=C)=O